[N-]=C=O.[N-]=C=O.OC(CO)(CO)O 2,2-dihydroxy-1,3-propanediol diisocyanate